6-bromo-2-(isopropylamino)pyrido[2,3-d]pyrimidin-7(8H)-one BrC1=CC2=C(N=C(N=C2)NC(C)C)NC1=O